3-((4-(5-(chlorodifluoromethyl)-1,2,4-oxadiazol-3-yl)benzyl)amino)-4-((4-methoxyphenyl)amino)cyclobut-3-ene-1,2-dione ClC(C1=NC(=NO1)C1=CC=C(CNC=2C(C(C2NC2=CC=C(C=C2)OC)=O)=O)C=C1)(F)F